C(C)C1CCC(CC1)COC1=C(C2=C(C3=C(O2)C(=C(C=C3)O)F)C=C1)F 7-((4-ethylcyclohexyl)methoxy)-4,6-difluorodibenzo[b,d]furan-3-ol